tert-butyl (3S)-3-[4-[3-cyano-4-[(5-methyl-2-pyridyl)sulfanyl]pyrazolo[1,5-a]pyridin-6-yl]pyrazol-1-yl]piperidine-1-carboxylate C(#N)C=1C=NN2C1C(=CC(=C2)C=2C=NN(C2)[C@@H]2CN(CCC2)C(=O)OC(C)(C)C)SC2=NC=C(C=C2)C